C(C=C)NC1[C@H](N(CC1)C(=O)[O-])C (R)-3-(allylamino)-2-methylpyrrolidine-1-carboxylate